ClC=1C(=NC(=NC1)C1(CC(=C(C=C1)N(C)CCN(C)C)N)N)C1=CN(C2=C(C=CC=C12)F)C 4-(5-chloro-4-(7-fluoro-1-methyl-1H-indol-3-yl)pyrimidin-2-yl)-N1-(2-(dimethylamino)ethyl)-N1-methylbenzene-1,2,4-triamine